C1([C@H](O)[C@@H](O)[C@H](O)[C@H](O1)CO)C1=C(C=CC=C1)O glucopyranosyl-phenol